ClC=1C=C(C=CC1F)NC1=NC=NC2=CC(=CC(=C12)OC(C)(C)C1=NC=CC=N1)C=1C=NN(C1)C1CC1 N-(3-chloro-4-fluorophenyl)-7-(1-cyclopropyl-1H-pyrazol-4-yl)-5-((2-(pyrimidin-2-yl)propan-2-yl)oxy)quinazolin-4-amine